(4-((2-amino-3-(cyclohexylamino)pyridin-4-yl)oxy)-3-fluorophenyl)-1-(3-fluoropyridin-2-yl)-5-(trifluoromethyl)-1H-pyrazole-4-carboxamide NC1=NC=CC(=C1NC1CCCCC1)OC1=C(C=C(C=C1)C1=NN(C(=C1C(=O)N)C(F)(F)F)C1=NC=CC=C1F)F